Pentamethylcyclopentadienyl-(1-methylindenyl)hafnium CC1=C(C(=C(C1([Hf]C=1C(C2=CC=CC=C2C1)C)C)C)C)C